2-amino-2-(5-methyl-[1,2,4]triazolo[1,5-a]pyridin-7-yl)acetonitrile NC(C#N)C1=CC=2N(C(=C1)C)N=CN2